F[C@H]1CN(CC[C@H]1NC1=C2C=C(N(C2=CC=C1)CC(F)(F)F)C#CCNC1=C(C=C(C(=O)OC)C=C1)OC)C[C@H](COC)O methyl 4-((3-(4-(((3S,4R)-3-fluoro-1-((R)-2-hydroxy-3-methoxypropyl)piperidin-4-yl)amino)-1-(2,2,2-trifluoroethyl)-1H-indol-2-yl)prop-2-yn-1-yl)amino)-3-methoxybenzoate